dimethylbismuthanyloxy(dimethyl)bismuthane C[Bi](O[Bi](C)C)C